NCCCN[C@@H]1C[C@H](CC1)NC1=NC=C(C(=N1)C1=CNC2=C(C(=CC=C12)C(=O)O)P(=O)(C)C)C(F)(F)F 3-(2-(((1S,3S)-3-((3-aminopropyl)amino)cyclopentyl)amino)-5-(trifluoromethyl)pyrimidin-4-yl)-7-(dimethylphosphoryl)-1H-indole-6-carboxylic acid